7-((7-((10-fluoro-2-octyldecanoyl)oxy)heptyl)(4-hydroxybutyl)amino)heptyl 2,10-dimethylundecanoate CC(C(=O)OCCCCCCCN(CCCCO)CCCCCCCOC(C(CCCCCCCCF)CCCCCCCC)=O)CCCCCCCC(C)C